4-(3-benzoylureido)-2,5-difluorophenyl-2-(2,6-diethylphenyl)-6,6-dimethyl-2,4,6,7-tetrahydro-5H-pyrazolo[4,3-c]pyridine-5-carboxylic acid tert-butyl ester C(C)(C)(C)OC(=O)N1CC=2C(CC1(C)C)=NN(C2C2=C(C=C(C(=C2)F)NC(=O)NC(C2=CC=CC=C2)=O)F)C2=C(C=CC=C2CC)CC